NC1=CC=C2C=C(C(=CC2=C1)O)CNNC1=NC=CC=C1 (E)-7-amino-3-((2-(pyridin-2-yl)hydrazino)methyl)naphthalen-2-ol